C(CCCCCCCCCCCCCCCCCC)S nonadecyl thiol